(6S)-2-nitro-6-{[4-(trifluoromethoxy)benzyl]oxy}-6,7-dihydro-5H-imidazo[2,1-b][1,3]oxazine [N+](=O)([O-])C=1N=C2OC[C@H](CN2C1)OCC1=CC=C(C=C1)OC(F)(F)F